C(C)(C)(C)OC(=O)N1CCN(CC1)C(C1=CC(=C(C=C1)CC=1C(=NC(=NC1C)N)N[C@H](CO)CCC)OC)=O (S)-4-(4-((2-amino-4-((1-hydroxypentan-2-yl)amino)-6-methylpyrimidin-5-yl)methyl)-3-methoxybenzoyl)piperazine-1-carboxylic acid tert-butyl ester